rac-(4bS,5R,6R,7S,7aR)-4b,5-dihydroxy-4-methoxy-N,N-dimethyl-7-phenyl-7a-(4-(trifluoromethyl)phenyl)-4b,6,7,7a-tetrahydro-5H-cyclopenta(4,5)furo[2,3-c]pyridine-6-carboxamide O[C@@]12[C@@](OC=3C=NC=C(C31)OC)([C@@H]([C@H]([C@H]2O)C(=O)N(C)C)C2=CC=CC=C2)C2=CC=C(C=C2)C(F)(F)F |r|